4-N-(6-bromo-hexyl)pyrimidine-2,4,6-triamine BrCCCCCCNC1=NC(=NC(=C1)N)N